ClC=1C=C(CN2C[C@@H](N(CC2)C(=O)N2N=C(C=C2)C(=O)N)C)C=C(C1)C(F)(F)F (S)-1-(4-(3-chloro-5-(trifluoromethyl)benzyl)-2-methylpiperazine-1-carbonyl)-1H-pyrazole-3-carboxamide